C(C)(C)(C)OC(=O)N1CCN(CC1)C1=CC=C(C=C1)SC 4-(4-(methylthio)phenyl)piperazine-1-carboxylic acid tert-butyl ester